ClC=1C(=CC(=NC1)NC(CO)C1COCC1)N1C(C2=C(C=C1)N(N=C2)CC2=C(C=CC=C2)Cl)=O rac-5-(5-chloro-2-((2-hydroxy-1-(tetrahydrofuran-3-yl)ethyl)amino)pyridin-4-yl)-1-(2-chlorobenzyl)-1,5-dihydro-4H-pyrazolo[4,3-c]pyridin-4-one